FC=1C=C(C=CC1NC(=O)N1CC2=CC=CC=C2C1)C12CCC(CC1)(CC2)C(=O)O 4-(3-fluoro-4-(isoindoline-2-carboxamido)phenyl)bicyclo[2.2.2]octane-1-carboxylic acid